O[C@H](COC=1C=C(C=CC1)S(=O)(=O)N)CN[C@H]1COC2(C1)CCN(CC2)S(=O)(=O)C2=CN(C1=CC=CC=C1C2=O)CCC 3-((S)-2-hydroxy-3-((R)-8-(4-oxo-1-propyl-1,4-dihydroquinolin-3-ylsulfonyl)-1-oxa-8-azaspiro[4.5]decan-3-ylamino)propoxy)benzenesulfonamide